8-(2-(difluoromethyl)-5-methoxyphenyl)-9-(4-((1-(3-fluoropropyl)azetidin-3-ylidene)methyl)phenyl)-6,7-dihydro-5H-benzo[7]annulene-3-carboxylic acid FC(C1=C(C=C(C=C1)OC)C=1CCCC2=C(C1C1=CC=C(C=C1)C=C1CN(C1)CCCF)C=CC(=C2)C(=O)O)F